FCCN1C=C(C(C(=C1C)C1=CC=C(C=C1)F)=O)C(=O)NC1=CC(=C(C=C1)OC1=CC=NC2=CC(=CN=C12)OC)F 1-(2-Fluoroethyl)-N-[3-fluoro-4-[(7-methoxy-1,5-naphthyridin-4-yl)oxy]phenyl]-5-(4-fluorophenyl)-6-methyl-4-oxopyridine-3-carboxamide